CON=C1C2=C(NC=N1)N(C=C2)[C@@H]2O[C@@H]([C@@]([C@H]2O)(C)O)[C@H](O)C2=CC(=C(C=C2)C(F)(F)F)F 7-((2R,3R,4S,5R)-5-((R)-(3-fluoro-4-(trifluoromethyl)phenyl)(hydroxy)methyl)-3,4-dihydroxy-4-methyltetrahydrofuran-2-yl)-1,7-dihydro-4H-pyrrolo[2,3-d]pyrimidin-4-one O-methyl oxime